ClC=1C=CC=C2CC(C(OC12)=O)F 8-chloro-3-fluorochromanone